1-(1-(benzo[d][1,3]dioxol-5-yl)ethyl)piperazine hydrochloride Cl.O1COC2=C1C=CC(=C2)C(C)N2CCNCC2